2-{[(2S)-1,4-dioxan-2-yl]methyl}-4-methyl-N-[(2-methylpyrimidin-5-yl)methyl]-8-(trifluoromethyl)-4,5-dihydro-2H-furo[2,3-g]indazole-7-carboxamide O1[C@H](COCC1)CN1N=C2C3=C(CC(C2=C1)C)OC(=C3C(F)(F)F)C(=O)NCC=3C=NC(=NC3)C